methyl 7-fluoro-4-oxo-4,5-dihydroimidazo[1,5-a]quinoxaline-8-carboxylate FC=1C=C2NC(C=3N(C2=CC1C(=O)OC)C=NC3)=O